8-(trans-4-aminocyclohexoxy)-N7-but-3-ynyl-N7,5,5-trimethyl-6H-benzo[h]quinazoline-4,7-diamine N[C@@H]1CC[C@H](CC1)OC1=CC=C2C(CC(C=3C(=NC=NC23)N)(C)C)=C1N(C)CCC#C